tert-Butyl 4-azabicyclo[5.1.0]octane-4-carboxylate C12CCN(CCC2C1)C(=O)OC(C)(C)C